methyl 2-(2-(4-bromophenyl)-4-(trifluoromethyl)-1H-imidazol-1-yl)propanoate BrC1=CC=C(C=C1)C=1N(C=C(N1)C(F)(F)F)C(C(=O)OC)C